C1(CC1)N1N=NC(=C1)C(=O)NCC1=NOC(=C1)C1=CC=NC=C1 1-cyclopropyl-N-((5-(pyridin-4-yl)isoxazol-3-yl)methyl)-1H-1,2,3-triazole-4-carboxamide